2-((S)-3-(2-((R)-1-hydroxyethyl)-6-(benzenesulfonyl)imidazo[4,5-d]pyrrolo[2,3-b]pyridin-1(6H)-yl)pyrrolidin-1-yl)-N-(2,2,2-trifluoroethyl)butyramide O[C@H](C)C1=NC=2C(=C3C(=NC2)N(C=C3)S(=O)(=O)C3=CC=CC=C3)N1[C@@H]1CN(CC1)C(C(=O)NCC(F)(F)F)CC